(R)-N-((3',5'-difluoro-[3,4'-bipyridin]-6-yl)methyl)-5,6,7,8-tetrahydroquinolin-8-amine FC=1C=NC=C(C1C=1C=NC(=CC1)CN[C@@H]1CCCC=2C=CC=NC12)F